ClC1=C(C(=O)NC2(CC3=C4N(N=C3CC2)C=C(C=C4O)C)C4=CC=CC=C4)C(=CC(=C1)N1N=NC(=C1)CCO)Cl 2,6-dichloro-4-[4-(2-hydroxyethyl)-1H-1,2,3-triazol-1-yl]-N-(10-hydroxy-8-methyl-2-phenyl-1,2,3,4-tetrahydropyrido[1,2-b]indazol-2-yl)benzamide